BrC=1SC2=C(N1)C=C(C(=C2)O[C@@H]2[C@@H](CCCC2)O)F |r| rac-cis-2-((2-bromo-5-fluorobenzo[d]thiazol-6-yl)oxy)cyclohexanol